FC(C1=CC=NN1CC1CC2(CN(C2)C(=O)OC(C)(C)C)C1)(F)F tert-butyl 6-[[5-(trifluoromethyl) pyrazol-1-yl]methyl]-2-azaspiro[3.3]heptane-2-carboxylate